(3-methylpyrazin-2-yl)methanone CC=1C(=NC=CN1)C=O